O[C@H]1CN(CC1)CCC(=O)NC=1C(=C(C=CC1)C1=C(C(=CC=C1)OCCCN1C[C@@H](CC1)O)C)C 3-((R)-3-hydroxypyrrolidin-1-yl)-N-(3'-(3-((R)-3-hydroxypyrrolidin-1-yl)propoxy)-2,2'-dimethyl-[1,1'-biphenyl]-3-yl)propionamide